FC1=CC=C2C(=N1)N(C=C2)C 6-fluoro-1-methyl-1H-pyrrolo[2,3-b]Pyridine